C(C)(=O)OC1C(OC(C(C1OC(C)=O)OC(C)=O)OC1=CC=C(C=C1)C=O)COC(C)=O 2-(acetoxymethyl)-6-(4-formylphenoxy)tetrahydro-2H-pyran-3,4,5-triyl triacetate